[Se-2].[Na+].[Na+] sodium selenide